2-(3-(((1r,2r,3s,5s)-2-fluoro-9-azabicyclo[3.3.1]non-3-yl)(methyl)amino)-1,2,4-triazin-6-yl)-5-(1-methyl-1H-pyrazol-4-yl)phenol F[C@@H]1[C@H]2CCC[C@@H](C[C@@H]1N(C=1N=NC(=CN1)C1=C(C=C(C=C1)C=1C=NN(C1)C)O)C)N2